N[C@H](C(=O)OC1COCC1OC(C(C(C)C)N)=O)C(C)C tetrahydrofuran-3,4-diyl (2S,2'S)-bis(2-amino-3-methylbutyrate)